ClC1=CC=C(C(=N1)S(=O)(=O)NC1COC1)O[C@H](C)C=1C=C(C=C2C(C(=C(OC12)C1=CC=CC=C1)C)=O)C 6-Chloro-3-[(1R)-1-(3,6-dimethyl-4-oxo-2-phenyl-chromen-8-yl)ethoxy]-N-(oxetan-3-yl)pyridine-2-sulfonamide